C12(CC3CC(CC(C1)C3)C2)C=2C=C(C=CC2OC)C=2C=C3C=CC(=CC3=CC2)C(=O)O 6-[3-(1-adamantyl)-4-methoxy-phenyl]naphthalene-2-carboxylic acid